ClC=1C=C(C(=NC1)N1CC(N(C2(CC(C2)C(=O)N)C1=O)CC1=CC=C(C=C1)C(F)(F)F)=O)F (2s,4s)-8-(5-chloro-3-fluoropyridin-2-yl)-6,9-dioxo-5-(4-(trifluoromethyl)benzyl)-5,8-diazaspiro[3.5]nonane-2-carboxamide